N1(CCCC1)C(COCCN(CC)C)C 2-[2-(1-pyrrolidinyl)propoxy]ethyl-N-methyl-N-ethyl-amine